S1C(=NC2=C1C=CC=C2)NC2=C(C=C(N=N2)N(C=2SC(=C(N2)C(=O)O)CCCOC)C)C 2-({6-[(1,3-benzothiazol-2-yl)amino]-5-methylpyridazin-3-yl}(methyl)amino)-5-(3-methoxypropyl)-1,3-thiazole-4-carboxylic acid